NC1=C2N=CN(C2=NC(=N1)Cl)C1CCC(CC1)C(=O)NC1CCOCC1 4-(6-amino-2-chloro-9H-purin-9-yl)-N-(tetrahydro-2H-pyran-4-yl)cyclohexanecarboxamide